2-[4-[4-[(tert-butoxycarbonylamino)methyl]-3-fluoro-phenyl]pyrrolo[2,1-f][1,2,4]triazin-6-yl]ethyl methanesulfonate CS(=O)(=O)OCCC=1C=C2C(=NC=NN2C1)C1=CC(=C(C=C1)CNC(=O)OC(C)(C)C)F